N1CC(C1)N1CCC(CC1)C#CC1=C(C2=C(N=CN=C2N)N1C(C)C)C1=CC=C(C=C1)OC1=CC=CC=C1 6-((1-(azetidin-3-yl)piperidin-4-yl)ethynyl)-7-isopropyl-5-(4-phenoxyphenyl)-7H-pyrrolo[2,3-d]pyrimidin-4-amine